C1(CCCCC1)C1=CN=C(S1)N1CC[C@H]2CCN(C[C@H]2C1=O)C#N (4aR,8aS)-7-(5-cyclohexylthiazol-2-yl)-8-oxooctahydro-2,7-naphthyridine-2(1H)-carbonitrile